BrC=1N=C2C(=C(C(N(C2=CC1)C)=O)C#N)N1CCN(CC1)CC=1C=CC=C2CC(NC12)=O 6-Bromo-1-methyl-2-oxo-4-{4-[(2-oxo-2,3-dihydro-1H-indol-7-yl)methyl]piperazin-1-yl}-1,2-dihydro-1,5-naphthyridin-3-carbonitril